C(C)(C)(C)OC(N(C)CC1CN(CCC1)C=1C=NC=CC1Cl)=O.ClC1=C(C=NC=C1)N1CC(CCC1)CN(C(OC(C)(C)C)=O)C tert-butyl ((1-(4-chloropyridin-3-yl)piperidin-3-yl)methyl)(methyl)carbamate tert-Butyl-((1-(4-chloropyridin-3-yl)piperidin-3-yl)methyl)(methyl)carbamate